FC1=CC=C(C=C1)C1=NN(C=C1C=1C2=C(N=CN1)OC(=C2)I)CC(C)(O)C [3-(4-fluorophenyl)-4-{6-iodofuro[2,3-d]pyrimidin-4-yl}pyrazol-1-yl]-2-methylpropan-2-ol